FC(C1=CC=C(C=C1)CC(=O)OC1=C(C(=C(C(=C1F)F)F)F)F)F perfluorophenyl 2-(4-(difluoromethyl)phenyl)acetate